ClC=1C(=C2C(=NC1C)CN(C2)C(=O)[C@H]2CN(CC2)C2=NC=C(C=N2)C(F)(F)F)C (3-chloro-2,4-dimethyl-5,7-dihydropyrrolo[3,4-b]pyridin-6-yl)-[(3R)-1-[5-(trifluoromethyl)pyrimidin-2-yl]pyrrolidin-3-yl]methanone